trans-4-((5-methylpyridin-2-yl)oxy)-cyclohexanecarboxylic acid hydrazide CC=1C=CC(=NC1)O[C@@H]1CC[C@H](CC1)C(=O)NN